COC=1C(=NC(=NC1C1=CC(=CC=C1)C1=NN(C=C1)C)SC)NC1=CC=NC=C1 5-methoxy-6-(3-(1-methyl-1H-pyrazol-3-yl)phenyl)-2-(methylsulfanyl)-N-(pyridin-4-yl)pyrimidin-4-amine